CC1=C(C=C(C=C1)C)CC(=O)NC(C)CCC1=CC=C(C=C1)OC 2-(2,5-dimethylphenyl)-N-(4-(4-methoxyphenyl)butan-2-yl)acetamide